N-(4-(4,4-dimethylcyclohexyl)phenyl)-3-(pyrrolidin-1-yl)propanamide sodium 3-hydroxybutyrate OC(CC(=O)[O-])C.[Na+].CC1(CCC(CC1)C1=CC=C(C=C1)NC(CCN1CCCC1)=O)C